methyl N-((4-methoxyphenyl)sulfonyl)-N-(pyridin-3-ylmethyl)-D-leucinate COC1=CC=C(C=C1)S(=O)(=O)N([C@H](CC(C)C)C(=O)OC)CC=1C=NC=CC1